6-chloro-3-[[(1R)-1-(6-methyl-3-oxazol-4-yl-4-oxo-2-phenyl-benzopyran-8-yl)ethyl]amino]-N-methylsulfonyl-pyridine-2-carboxamide ClC1=CC=C(C(=N1)C(=O)NS(=O)(=O)C)N[C@H](C)C1=CC(=CC=2C(C(=C(OC21)C2=CC=CC=C2)C=2N=COC2)=O)C